tert-butylperoxy iso-propyl carbonate C(OOOC(C)(C)C)(OC(C)C)=O